4-(2-((6-(3-(2-ethoxyphenoxy)phenyl)pyrazin-2-yl)amino)-2-oxoethyl)phenyl-2,2-difluoroacetic acid C(C)OC1=C(OC=2C=C(C=CC2)C2=CN=CC(=N2)NC(CC2=CC=C(C=C2)C(C(=O)O)(F)F)=O)C=CC=C1